ClC[Si](C)(OC)OC (chloromethyl)dimethoxy(methyl)silane